tert-butyl 4-[[5-fluoro-4-[3-(3-oxomorpholin-4-yl)phenyl]pyrimidin-2-yl]amino]piperidine-1-carboxylate FC=1C(=NC(=NC1)NC1CCN(CC1)C(=O)OC(C)(C)C)C1=CC(=CC=C1)N1C(COCC1)=O